ClC1=C(C=CC=C1)C1C(NC=2C=C(C=C(C2C1=O)C(=O)OC)F)C methyl 3-(2-chlorophenyl)-7-fluoro-2-methyl-4-oxo-2,3-dihydro-1H-quinoline-5-carboxylate